ClC1=CC=C2C(=CN(C2=C1Cl)C=1N=NN(C1)CCN1C(C2=CC=CC=C2C1=O)=O)C=1C=NN(C1)C1OCCCC1 2-[2-[4-[6,7-dichloro-3-(1-tetrahydropyran-2-ylpyrazol-4-yl)indol-1-yl]triazol-1-yl]ethyl]isoindoline-1,3-dione